FC(C=1C(=C(C=CC1)C(C)=O)F)F (3-(difluoromethyl)-2-fluorophenyl)ethan-1-one